6-methoxy-N-(4-methoxyphenyl)-3,4-dihydroquinoxaline-1(2H)-carboxamide COC=1C=C2NCCN(C2=CC1)C(=O)NC1=CC=C(C=C1)OC